tert-butoxycarbonyl-L-Lysine C(C)(C)(C)OC(=O)N[C@@H](CCCCN)C(=O)O